(2-(diethylamino)ethyl) ethanethioate C(C)(OCCN(CC)CC)=S